6-({[(1R,2R)-2-hydroxycyclopentyl]oxy}methyl)-2-[2'-(4-methyl-1,2,4-triazol-3-yl)-[1,1'-biphenyl]-3-yl]-4-(trifluoromethyl)-3H-isoindol-1-one O[C@H]1[C@@H](CCC1)OCC1=CC(=C2CN(C(C2=C1)=O)C=1C=C(C=CC1)C1=C(C=CC=C1)C1=NN=CN1C)C(F)(F)F